C1(CC1)C=1C=C(OC=2C(=CC(=NC2)C)C(=O)NCC(F)C2=C(C=C(C=C2)C)C)C=CC1 5-(3-cyclopropyl-phenoxy)-N-[2-(2,4-dimethylphenyl)-2-fluoro-ethyl]-2-methyl-pyridine-4-carboxamide